ClC1=CC(=CC(=N1)C(=O)NC1CC2=CC=CC=C2C1)NC1=C(C=C(C=C1)C)OC 6-chloro-N-(2,3-dihydro-1H-inden-2-yl)-4-((2-methoxy-4-methylphenyl)amino)-picolinamide